FC(S(=O)(=O)C1=CC=C(CN2CCCCC2)C=C1)F 1-(4-((difluoromethyl)sulfonyl)benzyl)piperidin